C(C1=CC=CC=C1)(=O)N[C@@H](CCCNC(N)=N)C(=O)OCC ethyl Benzoylarginate